3-(9-((3-(aminomethyl)phenyl)carbamoyl)-4,5-dihydrobenzo[b]thieno[2,3-d]oxepin-8-yl)-6-(propylcarbamoyl)picolinic acid NCC=1C=C(C=CC1)NC(=O)C1=CC2=C(OCCC3=C2SC=C3)C=C1C=1C(=NC(=CC1)C(NCCC)=O)C(=O)O